ClC=1C=C2C(=CNC2=CC1)NC1=NC2=C(N1C(C)C)C=C(C=C2)OC(F)(F)F N-(5-Chloro-1H-indol-3-yl)-1-isopropyl-6-(trifluoromethoxy)-1H-benzo[d]imidazol-2-amine